3,5,6,7-tetrahydro-s-indacen-1(2H)-one C1(CCC2=CC=3CCCC3C=C12)=O